C(C1=CC=CC=C1)OC=1C=CC(=C(C1)NN)Br (5-(benzyloxy)-2-bromophenyl)hydrazine